C(N)(OCC1=C(C=CC(=C1)N1N=C(C=C1)C1=C(C=C(C=C1)C)C)C)=O {5-[3-(2,4-dimethylphenyl)-1H-pyrazol-1-yl]-2-methylbenzyl} carbamate